FC1=C(C=2C=NC(=NC2C=C1C1=C(C2=C(OCCN2)N=C1)C)NC1=CC=C2C(CN(CC2=C1)C)(C)C)N 6-fluoro-7-(8-methyl-2,3-dihydro-1H-pyrido[2,3-b][1,4]oxazin-7-yl)-N~2~-(2,4,4-trimethyl-1,2,3,4-tetrahydroisoquinolin-7-yl)quinazoline-2,5-diamine